O1C(CCCC1)CN tetrahydropyran-2-ylmethanamine